5-methoxy-N-(1-methylcyclopropyl)-2-(methylthio)pyrido[4,3-d]pyrimidin-4-amine COC1=NC=CC=2N=C(N=C(C21)NC2(CC2)C)SC